BrC1=C(N(N=C1C1=CC=NC=C1)CC#N)C(=O)OC methyl 4-bromo-2-(cyanomethyl)-5-(pyridin-4-yl)pyrazole-3-carboxylate